tert-butyl 5-[bis(tert-butoxycarbonyl)amino]-6-bromo-pyrrolo[3,2-b]pyridine-1-carboxylate C(C)(C)(C)OC(=O)N(C1=C(C=C2C(=N1)C=CN2C(=O)OC(C)(C)C)Br)C(=O)OC(C)(C)C